trans-3-((tert-butoxycarbonyl)amino)cyclobutane-1-carboxylic acid C(C)(C)(C)OC(=O)N[C@@H]1C[C@H](C1)C(=O)O